NC=1C=NC(=NC1)C=1C=C(SC1C)C(=O)OC methyl 4-(5-aminopyrimidin-2-yl)-5-methylthiophene-2-carboxylate